C(C)N(CCNC(=O)C1=CC=C(C=C1)NC(=O)C=1C(NC=CC1NC1CCC(CC1)OC)=O)CC N-(4-((2-(Diethylamino)ethyl)carbamoyl)phenyl)-4-((4-methoxycyclohexyl)amino)-2-oxo-1,2-dihydropyridine-3-carboxamide